Cl.S1C2=C(C=C1)C=CC=C2N2CCNCC2 1-(benzo[b]thiophen-7-yl)piperazine hydrochloride